BrCC=1C=C(C=CC1)S(=O)(=O)N1CCC(CC1)NC1=NC=C(C=N1)C(F)(F)F N-(1-((3-(Bromomethyl)phenyl)sulfonyl)piperidin-4-yl)-5-(trifluoromethyl)pyrimidin-2-amine